The molecule is a carboxylic ester resulting from the formal condensation of the carboxy group of N-benzoyl-L-phenylalanine with the hydroxy group of N-benzoyl-L-phenylalaninol. A metabolite found in several Pencillium and Aspergillus species, as well as in plants as a product of endophytic fungi. It has a role as an antineoplastic agent. It is a L-phenylalanine derivative, a member of benzamides and a carboxylic ester. It derives from a N-benzoyl-L-phenylalanine and a N-benzoyl-L-phenylalaninol. C1=CC=C(C=C1)C[C@@H](COC(=O)[C@H](CC2=CC=CC=C2)NC(=O)C3=CC=CC=C3)NC(=O)C4=CC=CC=C4